C1(CC1)C1=C(C=CC(=C1)F)N(C(CN1CC(C1)N1C(C2=CC=CC(=C2C1=O)F)=O)=O)C1=CC=C(C2=NON=C21)[N+](=O)[O-] N-(2-cyclopropyl-4-fluorophenyl)-2-(3-(4-fluoro-1,3-dioxoisoindol-2-yl)azetidin-1-yl)-N-(7-Nitrobenzo[c][1,2,5]oxadiazol-4-yl)acetamide